2-Methyl-4-vinyl-1-(3-sulfopropyl)pyridine CC1N(C=CC(=C1)C=C)CCCS(=O)(=O)O